(Z)-2-(4-(benzyloxy)-3-nitrobenzylidene)-6-((2,6-dimethoxybenzyl)sulfonyl)-2H-benzo[b][1,4]thiazin-3(4H)-one C(C1=CC=CC=C1)OC1=C(C=C(\C=C/2\C(NC3=C(S2)C=CC(=C3)S(=O)(=O)CC3=C(C=CC=C3OC)OC)=O)C=C1)[N+](=O)[O-]